C(C(=C)C)(=O)O.C(C(=C)C)(=O)O.C(C(=C)C)(=O)O.C(C(=C)C)(=O)O.C(O)C(CC)(CO)CO.C(O)C(CC)(CO)CO di-trimethylolpropane tetramethacrylate